S(=O)(=O)(O)O.NC1=NC(=C(C(=N1)N)N)N 2,4,5,6-tetraaminopyrimidine sulfate